(3S)-3-[4-(trifluoromethoxy)phenyl]Morpholine hydrochloride Cl.FC(OC1=CC=C(C=C1)[C@@H]1NCCOC1)(F)F